COC1=CC=C(CN2[C@@H](CCC3=CC=CN=C23)CCC=COC)C=C1 (R)-1-(4-methoxybenzyl)-2-(4-methoxybut-3-en-1-yl)-1,2,3,4-tetrahydro-1,8-naphthyridine